C1(C=CC(N1CCC(NCCOCCOCCOCCOCCC(=O)O)=O)=O)=O 19-maleimido-17-oxo-4,7,10,13-tetraoxa-16-azanonadecanoic acid